[Si](C)(C)(C(C)(C)C)OC(COC1=NN(C=C1)C(=O)OC(C)(C)C)C1(CC1)C(F)(F)F tert-Butyl 3-[2-[tert-butyl(dimethyl)silyl]oxy-2-[1-(trifluoromethyl)cyclopropyl]ethoxy]pyrazole-1-carboxylate